((2-methoxyethyl)sulfonyl)benzoic acid methyl ester COC(C1=C(C=CC=C1)S(=O)(=O)CCOC)=O